N1=C(N=CC(=C1)[C@H]1[C@@H](C1)C=1C=C(C2=C(N(C=N2)CCCOC)C1)F)C1=NC=CC=N1 trans-6-(2-([2,2'-bipyrimidin]-5-yl)cyclopropyl)-4-fluoro-1-(3-methoxypropyl)-1H-benzo[d]imidazole